2-(2,2-difluoroethoxy)-N-(4-(2,5-difluorophenyl)-6-(5,5-difluorotetrahydro-2H-pyran-2-yl)pyrimidin-5-yl)pyrimidine-5-carboxamide FC(COC1=NC=C(C=N1)C(=O)NC=1C(=NC=NC1C1OCC(CC1)(F)F)C1=C(C=CC(=C1)F)F)F